2-(4-amino-1H-pyrazol-1-yl)ethanol NC=1C=NN(C1)CCO